ethylene glycol brassylate C(CCCCCCCCCCCC(=O)O)(=O)O.C(CO)O